1-[(2R)-2-methyl-3-mercapto-propionyl]-L-proline C[C@H](C(=O)N1[C@@H](CCC1)C(=O)O)CS